N-[[3-[3-Fluoro-4-[(2-isopropylimidazol-1-yl)methyl]phenyl]-5-isobutyl-2-thienyl]-sulfonyl]pyridine-2-carboxamide FC=1C=C(C=CC1CN1C(=NC=C1)C(C)C)C1=C(SC(=C1)CC(C)C)S(=O)(=O)NC(=O)C1=NC=CC=C1